C(C)(C)(C)OC(=O)N1CC=2N(CC1)C=C(N2)CC2=C(C=CC=C2)C(F)(F)F (2-(trifluoromethyl)benzyl)-5,6-dihydroimidazo[1,2-a]pyrazine-7(8H)-carboxylic acid tert-butyl ester